COC=1C=C(C=C2C=C(NC12)C)C(=O)OC methyl 7-methoxy-2-methyl-1H-indole-5-carboxylate